(benzenesulfonyloxyimino)-2,4-dichlorobenzylacetonitrile C1(=CC=CC=C1)S(=O)(=O)ON=C(C#N)CC1=C(C=C(C=C1)Cl)Cl